N-(6-chloro-5-methylpyrimidin-4-yl)cyclopropanecarboxamide ClC1=C(C(=NC=N1)NC(=O)C1CC1)C